[O-]S(=O)(=O)C(F)(F)F.[O-]S(=O)(=O)C(F)(F)F.C1(C=CC=C1)[Zr+2]C1C=CC=C1 bis(cyclopentadienyl)zirconium (IV) bis(triflate)